6-[5-(2-Aminoethyl)-2-oxo-1,3-oxazolidin-3-yl]-4H-pyrido[3,2-b][1,4]oxazin-3-one NCCC1CN(C(O1)=O)C=1C=CC=2OCC(NC2N1)=O